BrC=1C=CC(=C(C(=O)NCC=2C=NC(=CC2)OC(F)F)C1)F 5-bromo-N-((6-(difluoromethoxy)pyridin-3-yl)methyl)-2-fluorobenzamide